1-((5-(5-(difluoromethyl)-1,3,4-oxadiazole-2-yl)pyridine-2-yl)methyl)-6-fluoro-5-(1H-indole-4-yl)-3-(2-morpholinoethyl)-1,3-dihydro-2H-benzo[d]imidazole-2-one FC(C1=NN=C(O1)C=1C=CC(=NC1)CN1C(N(C2=C1C=C(C(=C2)C2=C1C=CNC1=CC=C2)F)CCN2CCOCC2)=O)F